FC(OC=1C(=C(CN2CCOCC2)C=C(C1)[N+](=O)[O-])C)F 4-(3-(difluoromethoxy)-2-methyl-5-nitrobenzyl)morpholine